FC(C=1C=C(C=CC1)N1C(N=NC1=O)=O)(F)F 4-(3-trifluoromethyl-phenyl)-1,2,4-triazolin-3,5-dione